NN1C(=C(C(C=C1)=O)OCC1=CC=CC=C1)C(=O)NC1CCC1 1-amino-3-(benzyloxy)-N-cyclobutyl-4-oxo-1,4-dihydropyridine-2-carboxamide